FC1=C(C(=O)N2CCN(CC2)C2=NC=C(C#N)C=C2)C=C(C(=C1)F)CC1=NNC(C2=CC=C(C=C12)C#CC)=O 6-(4-(2,4-Difluoro-5-((4-oxo-7-(prop-1-yn-1-yl)-3,4-dihydrophthalazin-1-yl)methyl)benzoyl)piperazin-1-yl)nicotinonitrile